2-Fluoro-3-hydroxy-5-(3-methyl-5-(7-oxa-4-azaspiro[2.5]octan-4-yl)-1H-pyrazolo[3,4-c]pyridin-1-yl)benzoic Acid FC1=C(C(=O)O)C=C(C=C1O)N1N=C(C=2C1=CN=C(C2)N2C1(CC1)COCC2)C